3-ethoxypropanoic acid C(C)OCCC(=O)O